CC=1C(=NON1)CC(=O)N1CCC(CC1)C1=NC(=NO1)C1=CC=C(C=C1)OC(F)(F)F 2-(4-methyl-1,2,5-oxadiazol-3-yl)-1-(4-(3-(4-(trifluoromethoxy)phenyl)-1,2,4-oxadiazol-5-yl)piperidin-1-yl)ethan-1-one